2'-Chloro-N-(5-(6-chloro-3-(difluoromethyl)picolinyl)-5,6-dihydro-4H-pyrrolo[3,4-d]thiazol-2-yl)-5'-methoxy-6-methyl-[4,4'-bipyridine]-3-carboxamide ClC1=NC=C(C(=C1)C1=C(C=NC(=C1)C)C(=O)NC=1SC2=C(N1)CN(C2)CC2=NC(=CC=C2C(F)F)Cl)OC